7-chloro-1-[3-(dimethylamino)-1,2,4-thiadiazol-5-yl]-6-fluoro-4-oxo-1,4-dihydro-1,8-naphthyridine-3-carboxylic acid ClC1=C(C=C2C(C(=CN(C2=N1)C1=NC(=NS1)N(C)C)C(=O)O)=O)F